NC1=C(C=C(C=2C(C3=CC=CC=C3C(C12)=O)=O)O)SC1=CC=CC=C1 1-amino-4-hydroxy-2-(phenylthio)anthraquinone